C1(=NC=CC2=CC=CC=C12)C(=O)NCC1=NOC(C1C)C(=O)OCC Ethyl 3-((isoquinoline-1-carboxamido)methyl)-4-methyl-4,5-dihydroisoxazole-5-carboxylate